tert-butyl (R)-(4-(4,4,5,5-tetramethyl-1,3,2-dioxaborolan-2-yl)cyclohex-3-en-1-yl)carbamate CC1(OB(OC1(C)C)C1=CC[C@@H](CC1)NC(OC(C)(C)C)=O)C